6-(2-chloro-5-fluorophenyl)-N4-(2,4-dimethoxybenzyl)-N3-methylpyridazine-3,4-diamine ClC1=C(C=C(C=C1)F)C1=CC(=C(N=N1)NC)NCC1=C(C=C(C=C1)OC)OC